FC(COC1=C(C(=O)O)C=CC(=C1)[N+](=O)[O-])(F)F 2-trifluoroethoxy-4-nitro-benzoic acid